NC=1SC2=C(N1)C1=CC(=C(C(=C1C=C2S(=O)(=O)O)OC)S(=O)(=O)O)S(=O)(=O)O 2-amino-6-methoxy-4,7,8-trisulfonaphthothiazole